F[C@@H]1CNCC[C@@H]1OC=1C=C(C#N)C=CC1 3-(((3R,4S)-3-fluoropiperidin-4-yl)oxy)benzonitrile